(3S)-1-benzyloxycarbonyl-pyrrolidine-3-carboxylic acid C(C1=CC=CC=C1)OC(=O)N1C[C@H](CC1)C(=O)O